1-Benzyl 4-(tert-butyl) 2-(2-((3-benzoyl-1-(2-(ethoxycarbonyl)-1H-pyrrol-3-yl)thioureido)methyl)phenyl)piperazine-1,4-dicarboxylate C(C1=CC=CC=C1)(=O)NC(N(C1=C(NC=C1)C(=O)OCC)CC1=C(C=CC=C1)C1N(CCN(C1)C(=O)OC(C)(C)C)C(=O)OCC1=CC=CC=C1)=S